C1(=CC=CC=C1)N1N=CC(=C1C)C(=O)NN=CC1=CC(=C(C=C1)OC)O 1-phenyl-5-methyl-N'-(1-(3-hydroxy-4-methoxyphenyl)methylene)-1H-pyrazole-4-formhydrazide